FC=1C=C(NC2C(NC(CC2)=O)=O)C=C(C1N1CCN(CC1)[C@@H](C)C1CCNCC1)F 3-[3,5-difluoro-4-[4-[(1S)-1-(4-piperidyl)ethyl]piperazin-1-yl]anilino]piperidine-2,6-dione